tert-butyl 4-(4-benzyloxyphenyl)-4-methoxy-piperidine-1-carboxylate C(C1=CC=CC=C1)OC1=CC=C(C=C1)C1(CCN(CC1)C(=O)OC(C)(C)C)OC